cyclopentyl-2,3-dihydrobenzo[d]thiazole C1(CCCC1)C1SC2=C(N1)C=CC=C2